CC=1C(=NN(C1C1=CC=CC=C1)C1=C(C=CC=C1)Cl)C(=O)O.C(=CCC)NCC(=O)O butenyl-glycine methyl-1-(2-chlorophenyl)-5-phenylpyrazole-3-carboxylate